tert-butyl 4-[4-[4-(4-chlorophenyl)-6,7-dimethyl-1-oxo-phthalazin-2-yl]-2-pyridyl]piperazine-1-carboxylate ClC1=CC=C(C=C1)C1=NN(C(C2=CC(=C(C=C12)C)C)=O)C1=CC(=NC=C1)N1CCN(CC1)C(=O)OC(C)(C)C